(6R)-2-(4-chlorophenyl)-6-methyl-3-(pyridin-4-yl)-6,7-dihydropyrazolo[1,5-a]pyrazin ClC1=CC=C(C=C1)C1=NN2C(C=N[C@@H](C2)C)=C1C1=CC=NC=C1